N1(CCCC1)C(=O)C1(CC1)C(=O)OC methyl 1-(pyrrolidine-1-carbonyl)cyclopropanecarboxylate